N-[3-[5-chloro-2-(difluoromethoxy)phenyl]-1-[(2S)-2-(dimethylamino)propyl]-1H-pyrazol-4-yl]pyrazolo[1,5-a]pyrimidine-3-carboxamide ClC=1C=CC(=C(C1)C1=NN(C=C1NC(=O)C=1C=NN2C1N=CC=C2)C[C@H](C)N(C)C)OC(F)F